Cl.NC1CCC(CC1)C(=O)OC methyl (1r,4r)-4-aminocyclohexane-1-carboxylate-hydrochloride